BrC=1C=NN2C1C=1N(CCCC2)C2=C(N1)C=CC=C2 1-bromo-5,6,7,8-tetrahydrobenzo[4,5]imidazo[1,2-a]pyrazolo[5,1-c][1,4]diazocine